1-(tert-butoxycarbonyl)-5-(methoxycarbonyl)piperidin C(C)(C)(C)OC(=O)N1CCCC(C1)C(=O)OC